N1=CCC=2C1=NC=C(C2)NC(O[C@@H](COC2=CC1=C(N=C(S1)C1=C3N=CC(=NC3=CC(=C1)C)OC)C(=C2F)Cl)C)=O (R)-1-((4-chloro-5-fluoro-2-(2-methoxy-7-methylquinoxalin-5-yl)benzo[d]thiazol-6-yl)oxy)propan-2-yl 3H-pyrrolo[2,3-b]pyridin-5-ylcarbamate